C1(CCCCC1)NC(=N)N(C=1SC=CN1)C1=CC(=NC2=CC=CC=C12)C N-cyclohexyl-N'-(2-methyl-4-quinolinyl)-N'-2-thiazolyl-guanidine